2-methylpropionic acid tert-butyldiphenylsilyl ester [Si](C1=CC=CC=C1)(C1=CC=CC=C1)(C(C)(C)C)OC(C(C)C)=O